4-(4-((1R,5S)-3,8-diazabicyclo[3.2.1]octan-8-yl)-2-(piperidin-4-ylmethyl)quinazolin-7-yl)naphthalen-2-ol [C@H]12CNC[C@H](CC1)N2C2=NC(=NC1=CC(=CC=C21)C2=CC(=CC1=CC=CC=C21)O)CC2CCNCC2